3-bromo-N-[4-chloro-2-methyl-6-[(methylamino)thiooxymethyl]phenyl]-1-(3-chloro-2-pyridyl)-1H-pyrazole-5-carboxamide BrC1=NN(C(=C1)C(=O)NC1=C(C=C(C=C1COSNC)Cl)C)C1=NC=CC=C1Cl